C(CC)OC(NC1=C(C=C(C=C1)N(CC1=CC=C(C=C1)SC)C)C(F)(F)F)=O {4-[Methyl-(4-methylsulfanyl-benzyl)-amino]-2-trifluoromethyl-phenyl}-carbamic acid propyl ester